3-(5-(1,3,4-oxadiazol-2-yl)pyridin-3-yl)-5-methoxyphenol O1C(=NN=C1)C=1C=C(C=NC1)C=1C=C(C=C(C1)OC)O